O=C1NC(CCC1NC1=CC(=C(C=C1)N1CCC(CC1)CC1(CCN(CC1)C(=O)OC(C)(C)C)O)F)=O tert-butyl 4-((1-(4-((2,6-dioxopiperidin-3-yl)amino)-2-fluorophenyl)piperidin-4-yl)methyl)-4-hydroxypiperidine-1-carboxylate